[(3S)-3-(1H-1,2,4-Triazol-5-yl)pyrrolidin-1-yl]-[(6S)-6-[[5-(trifluoromethyl)pyrazin-2-yl]methyl]-2-azaspiro[3.4]octan-2-yl]methanone N1N=CN=C1[C@@H]1CN(CC1)C(=O)N1CC2(C1)C[C@H](CC2)CC2=NC=C(N=C2)C(F)(F)F